CN1N=CC(=C1)C=1C=C(C=CC1)C1=CC=C(S1)CC(=O)NCCN1CCOCC1 2-(5-(3-(1-Methyl-1H-pyrazol-4-yl)phenyl)thiophen-2-yl)-N-(2-morpholinoethyl)acetamid